C(C1=CC=CC=C1)O[C@](CO)(C)O (S)-2-benzyloxypropylene glycol